(R)-(4-(pyrazolo[1,5-a]pyridin-2-yl)-6,7-dihydro-1H-imidazo[4,5-c]pyridin-5(4H)-yl)(5-(4-(trifluoromethyl)phenyl)-1,3,4-oxadiazol-2-yl)methanone N1=C(C=C2N1C=CC=C2)[C@@H]2N(CCC1=C2N=CN1)C(=O)C=1OC(=NN1)C1=CC=C(C=C1)C(F)(F)F